2-(1-((5-(4-methoxyphenyl)-2-nitropyridin-3-yl)oxy)ethyl)-N-methyl-1H-benzo[d]imidazole-4-carboxamide COC1=CC=C(C=C1)C=1C=C(C(=NC1)[N+](=O)[O-])OC(C)C1=NC2=C(N1)C=CC=C2C(=O)NC